BrC1=CC=C2C(NC=3N(C2=C1)C=NN3)=O 8-bromo-[1,2,4]triazolo[4,3-a]quinazolin-5(4H)-one